4,5-dihydroxy-2-methoxybenzaldehyde OC1=CC(=C(C=O)C=C1O)OC